ClC=1C(=NC(=C(C1)F)N1C(N(C(=CC1=O)C(F)(F)F)C)=O)OC1=C(OCC(=O)OCC)C=CC=C1 ethyl 2-[2-[[3-chloro-5-fluoro-6-[3-methyl-2,6-dioxo-4-(trifluoromethyl) pyrimidin-1-yl]-2-pyridyl]oxy]phenoxy]acetate